COC(CC(C)=O)(C)C 4-methoxy-4-methyl-2-pentanone